(((((2S,4R,5R)-5-(7-(benzyl(methyl)amino)-5-chloro-3H-[1,2,3]triazolo[4,5-d]pyrimidin-3-yl)-4-hydroxytetrahydrofuran-2-yl)methoxy)(hydroxy)phosphoryl)methyl)phosphonic acid C(C1=CC=CC=C1)N(C=1C2=C(N=C(N1)Cl)N(N=N2)[C@H]2[C@@H](C[C@H](O2)COP(=O)(O)CP(O)(O)=O)O)C